4-amino-1-((2R,3S,4R,5R)-3-fluoro-4-hydroxy-5-(hydroxymethyl)-3-methyltetrahydrofuran-2-yl)pyrimidin-2(1H)-one NC1=NC(N(C=C1)[C@@H]1O[C@@H]([C@H]([C@]1(C)F)O)CO)=O